FC(C(=O)O)(F)F.ClC1=CC=C(C[C@H]2CO[C@H](CN2C2CCC(CC2)C2=NN(N=C2)C)CS(=O)(=O)C)C=C1 (2R,5S)-5-(4-chlorobenzyl)-4-(4-(2-methyl-2H-1,2,3-triazol-4-yl)cyclohexyl)-2-((methylsulfonyl)methyl)-morpholine 2,2,2-trifluoroacetate